(1R,3S,5R)-2-(2-(4-amino-6-bromo-8-methyl-9H-pyrimido[4,5-b]indol-9-yl)acetyl)-N-(6-bromopyridin-2-yl)-5-methyl-2-azabicyclo[3.1.0]hexane-3-carboxamide NC1=NC=NC=2N(C3=C(C=C(C=C3C21)Br)C)CC(=O)N2[C@@H]1C[C@@]1(C[C@H]2C(=O)NC2=NC(=CC=C2)Br)C